2-(3,5-Dichloro-4-((5-isopropyl-6-oxo-1,6-dihydropyridazin-3-yl)methyl)phenyl)-3,5-dioxo-2,3,4,5-tetrahydro-1,2,4-triazine-6-carbonitrile ClC=1C=C(C=C(C1CC1=NNC(C(=C1)C(C)C)=O)Cl)N1N=C(C(NC1=O)=O)C#N